3-chloro-N-(4-methyl-3-(2-((1-methyl-1H-pyrazol-4-yl)amino)-8,9-dihydroimidazo[1',2':1,6]pyrido[2,3-d]pyrimidin-6-yl)phenyl)-4-(trifluoromethyl)pyridineamide ClC=1C(=NC=CC1C(F)(F)F)C(=O)NC1=CC(=C(C=C1)C)C1=CC2=C(N=C(N=C2)NC=2C=NN(C2)C)N2C1=NCC2